3,9-dimethoxy-5-methyl-5,7-dihydro-6H-dibenzo[b,d]azepin-6-one COC=1C=CC2=C(N(C(CC3=C2C=CC(=C3)OC)=O)C)C1